6-(5-(1-(dimethylglycyl)piperidin-4-yl)-3-isopropyl-1H-indol-2-yl)-2,4-dimethylpyridazin-3(2H)-one CN(CC(=O)N1CCC(CC1)C=1C=C2C(=C(NC2=CC1)C=1C=C(C(N(N1)C)=O)C)C(C)C)C